2-(bromomethyl)-1,5-difluoro-3-(2-methoxyethoxy)benzene BrCC1=C(C=C(C=C1OCCOC)F)F